CN(C=1C2=C(N=CN1)NC=C2)C=2C=NC=CC2C N-methyl-N-((3R,4R)-4-methylpyridin-3-yl)-7H-pyrrolo[2,3-d]pyrimidin-4-amine